C(CCCC)C(C(=O)O)CCCCCCC 2-pentyl-nonanoic acid